1-(4-(4-Amino-7H-pyrrolo[2,3-d]pyrimidin-5-yl)-2-fluorophenyl)-3-(3-(trifluoromethoxy)phenyl)urea NC=1C2=C(N=CN1)NC=C2C2=CC(=C(C=C2)NC(=O)NC2=CC(=CC=C2)OC(F)(F)F)F